N-[2,5-difluoro-4-(trifluoromethyl)phenyl]-5-(2-methoxy-3-pyridyl)-1H-pyrrole-3-sulfonamide FC1=C(C=C(C(=C1)C(F)(F)F)F)NS(=O)(=O)C1=CNC(=C1)C=1C(=NC=CC1)OC